n-octyl-3-mercaptopropionate C(CCCCCCC)OC(CCS)=O